N-[2-methoxy-6-(1-methylpyrazol-4-yl)-3-pyridinyl]-5-methyl-3-phenyl-isoxazole-4-carboxamide COC1=NC(=CC=C1NC(=O)C=1C(=NOC1C)C1=CC=CC=C1)C=1C=NN(C1)C